C(C)(C)(C)OC(=O)N1C[C@H](CC1)S(=O)(=O)C1=C2C=NN(C2=CC(=C1)C1=CC=C(C=C1)O)C1OCCCC1 (3S)-3-((6-(4-hydroxyphenyl)-1-(tetrahydro-2H-pyran-2-yl)-1H-indazol-4-yl)sulfonyl)pyrrolidine-1-carboxylic acid tert-butyl ester